C(C=C)(=O)OCCC(C(C(C(C(C(F)(F)F)(F)F)(F)F)(F)F)(F)F)(F)F 3,3,4,4,5,5,6,6,7,7,8,8,8-tridecafluoro-octyl acrylate